OC1=C(OC=2C3=C(C=CC2C1=O)OC(O3)(C3=CC=CC=C3)C3=CC=CC=C3)C3=CC=C(C=C3)OCCCCOC3OCCCC3 7-Hydroxy-2,2-diphenyl-8-(4-(4-((tetrahydro-2H-pyran-2-yl)oxy)butoxy)phenyl)-6H-[1,3]dioxolo[4,5-h]chromen-6-one